3-((4-(4-(2-(1-aminopiperidin-4-yl)ethyl)piperazin-1-yl)-5-fluoro-2-methylphenyl)amino)piperidine-2,6-dione NN1CCC(CC1)CCN1CCN(CC1)C1=CC(=C(C=C1F)NC1C(NC(CC1)=O)=O)C